2-((2R,6S)-2,6-dimethylpiperazin-1-yl)-N-(3-(2,6-dioxopiperidin-3-yl)-1-methyl-1H-indazol-7-yl)acetamide C[C@H]1N([C@H](CNC1)C)CC(=O)NC=1C=CC=C2C(=NN(C12)C)C1C(NC(CC1)=O)=O